(E)-1-methyl-indolin-2-one CN1C(CC2=CC=CC=C12)=O